NC1=CC(=C2NC(CCCCC[C@](C3=NN=C(C1=N2)O3)(O)C(F)(F)F)(C)C)C(F)(F)F (6R)-17-amino-12,12-dimethyl-6,15-bis(trifluoromethyl)-19-oxa-3,4,13,18-tetrazatricyclo[12.3.1.12,5]-nonadeca-1(18),2,4,14,16-pentaen-6-ol